Cl.C(C1=CC=CC=C1)N1CC2(CNC2)C(C1)C(=O)O 6-Benzyl-2,6-diazaspiro[3.4]octane-8-carboxylic acid hydrochloride